2,6-dimethyl-9-acryloyloxy-10-phenoxy-1,4-dihydro-1,4-methanoanthracene CC=1C2C3=C(C4=CC=C(C=C4C(=C3C(C1)C2)OC2=CC=CC=C2)C)OC(C=C)=O